ClC1=C(C=NN1C)S(=O)(=O)NC1=NC(=CC(=N1)OC1=C(C=CC=C1C)Cl)C1=C(C=CC=C1)C(C)C 5-Chloro-N-[4-(2-chloro-6-methyl-phenoxy)-6-(2-isopropylphenyl)pyrimidin-2-yl]-1-methyl-pyrazole-4-sulfonamide